methyl (S)-(1-amino-3,3-dimethyl-1-oxobutan-2-yl)carbamate NC([C@H](C(C)(C)C)NC(OC)=O)=O